NC(C(C)O)CC1=C(C2=NC(=CC(=C2S1)NCC=1OC=CC1)Cl)Br 3-amino-4-(3-bromo-5-chloro-7-{[(furan-2-yl)methyl]amino}thieno[3,2-b]pyridin-2-yl)butan-2-ol